tert-butyl 4-[4-[4-(4-nitrophenyl)-1-piperidyl]pyrazol-1-yl]piperidine-1-carboxylate [N+](=O)([O-])C1=CC=C(C=C1)C1CCN(CC1)C=1C=NN(C1)C1CCN(CC1)C(=O)OC(C)(C)C